1,4-diphenyl-but-3-yn-2-ol C1(=CC=CC=C1)CC(C#CC1=CC=CC=C1)O